(E)-3-methyl-N'-(1-phenylbutylidene)benzohydrazide CC=1C=C(C(=O)N/N=C(\CCC)/C2=CC=CC=C2)C=CC1